N[C@@H](CC(=O)O)C(=O)O.[Ca] calcium aspartic acid